2-amino-6-(1-{[6-(2-hydroxypropan-2-yl)pyridin-2-yl]methyl-1H-pyrazol-4-yl}pyrimidin-4-yl)-2-methoxybenzonitrile NC1(C(C#N)C(=CC=C1)C1=NCN(C=C1)C=1C=NN(C1)CC1=NC(=CC=C1)C(C)(C)O)OC